(2S)-2-Cyclopropyl-10-((2-(4,4-difluoro-3,5-dimethylpiperidin-1-yl)-5-fluoropyrimidin-4-yl)amino)-3,3-difluoro-7-methyl-1,2,3,4-tetrahydro-[1,4]oxazepino[2,3-c]chinolin-6(7H)-on C1(CC1)[C@@H]1NC2=C(C(N(C=3C=CC(=CC23)NC2=NC(=NC=C2F)N2CC(C(C(C2)C)(F)F)C)C)=O)OCC1(F)F